4-((tert-butyloxycarbonyl)(5-chloro-3-isopropylpyrazolo[1,5-a]pyrimidin-7-yl)amino)piperidine-1-carboxylic acid (1-(tert-butyloxycarbonyl)-3-fluoroazetidine-3-yl)methyl ester C(C)(C)(C)OC(=O)N1CC(C1)(F)COC(=O)N1CCC(CC1)N(C1=CC(=NC=2N1N=CC2C(C)C)Cl)C(=O)OC(C)(C)C